(Z)-oxacyclohexadec-10-en-2-one O1C(CCCCCCC\C=C/CCCCC1)=O